O1CCCC2CCCCC12 3,4,4a,5,6,7,8,8a-octahydrochromen